benzoylmethyltrimethylsilane C(C1=CC=CC=C1)(=O)C[Si](C)(C)C